5-Bromo-3-nitro-2-(3-(piperidin-1-yl)propoxy)pyridine BrC=1C=C(C(=NC1)OCCCN1CCCCC1)[N+](=O)[O-]